CC(C)C(=O)OC=1C=NC(=CC1)C1CNC1 2-(6-(azetidin-3-yl) pyridin-3-yl) propan-2-carboxylate